4-[[(1S,1S)-6-Chloro-4-cyano-2-[(3R)-3-(dimethylamino)piperidin-1-yl]-2,3-dihydro-1H-inden-1-yl]oxy]-3-fluorobenzene ClC1=CC(=C2CC([C@H](C2=C1)OC1=C(C=CC=C1)F)N1C[C@@H](CCC1)N(C)C)C#N